4-methoxymethyl-cubane COCC12C3C4C5C(C14)C2C53